BrC=1C=C(C=CC1)CC=1C(=CNC1)S(=O)(=O)NC1=C(C=C(C=C1)C#N)F 4-[(3-bromophenyl)methyl]-N-(4-cyano-2-fluorophenyl)-1H-pyrrole-3-sulfonamide